FC(C(F)F)(OC=1C=C(OC2=C(C=CC=C2)/C(/C(=O)OC)=C\OC)C=CC1)F methyl (E)-2-(2-(3-(1,1,2,2-tetrafluoroethoxy) phenoxy) phenyl)-3-methoxyacrylate